2-(4-methoxybenzyl)-6-(piperidin-3-yl)-4-(trifluoromethyl)pyridazin-3(2H)-one hydrochloride Cl.COC1=CC=C(CN2N=C(C=C(C2=O)C(F)(F)F)C2CNCCC2)C=C1